OC[C@H](C1=CC=CC=C1)NC(=O)C1CNCCC1 piperidine-3-carboxylic acid ((S)-2-hydroxy-1-phenyl-ethyl)-amide